ClC1=C(C=CC=C1)N1N=C(C=C1C1=CC(=CC(=C1)OCC)OCC)COC(C(=O)O)(C)C 2-([1-(2-Chlorophenyl)-5-(3,5-diethoxy-phenyl)-1H-pyrazol-3-yl]methoxy)-2-methylpropanoic acid